CN1C[C@@H](CCC1)NC1=C2C(=C(N=N1)C1=CC=C(C=C1)C(F)(F)F)NC=C2 (R)-N-(1-methylpiperidin-3-yl)-7-(4-(trifluoromethyl)phenyl)-1H-pyrrolo[2,3-d]pyridazin-4-amine